CN1N=C(C(=C1)CC1=C(C#N)C=CC=C1)NC 2-{[1-methyl-3-(methylamino)pyrazol-4-yl]methyl}benzonitrile